2-chloro-6-(4-chlorophenoxy)pyridin-4-amine ClC1=NC(=CC(=C1)N)OC1=CC=C(C=C1)Cl